C1(CC1)[C@](C)(C1=C(C=C(C=C1)F)F)C1=CNC2=C(C=CC=C12)NS(=O)(=O)C (S)-N-{3-[1-cyclopropyl-1-(2,4-difluoro-phenyl)-ethyl]-1H-indol-7-yl}methanesulfonamide